2-[[4-[piperazin-1-yl]-6-[[(4-carboxyphenyl)methyl]amino]-2-pyrimidinyl]amino]-4-methyl-5-thiazolecarboxylic acid ethyl ester C(C)OC(=O)C1=C(N=C(S1)NC1=NC(=CC(=N1)N1CCNCC1)NCC1=CC=C(C=C1)C(=O)O)C